1-(Acetoxymethyl)-7-oxabicyclo[2.2.1]hept-2,5-diene-2,3-dicarboxylic acid dimethyl ester COC(=O)C=1C2(C=CC(C1C(=O)OC)O2)COC(C)=O